2-((6-methyl-1H-benzo[d]imidazol-2-yl)methyl)-5-phenyl-2,7-naphthyridin-1(2H)-one CC=1C=CC2=C(NC(=N2)CN2C(C3=CN=CC(=C3C=C2)C2=CC=CC=C2)=O)C1